[N+](=O)([O-])C=1C=C(C(=O)NC2=CC(=CC=C2)S(NC2=CC=CC=C2)(=O)=O)C=CC1 3-nitro-N-(3-(N-phenylsulfamoyl)phenyl)benzamide